tert-butyl 2-[(4-bromopyridin-2-yl)oxy]acetate BrC1=CC(=NC=C1)OCC(=O)OC(C)(C)C